[C@@H]12[C@H](CCCC1)C(=O)OC2=O (-)-trans-1,2-Cyclohexane-dicarboxylic anhydride